(9-fluorenylmethoxycarbonyloxy)succinimide C1=CC=CC=2C3=CC=CC=C3C(C12)COC(=O)OC1C(=O)NC(C1)=O